4-{4-[5-(2,3-Dihydro-1-benzofuran-5-yl)-1H-imidazol-2-yl]phenyl}morpholine O1CCC2=C1C=CC(=C2)C2=CN=C(N2)C2=CC=C(C=C2)N2CCOCC2